C1(=CC=CC=C1)C1CCC(CC1)C=O 4-R-phenylcyclohexylformaldehyde